N1=CNC2=C1C=CC(=C2)C(=O)N Z-benzo[d]imidazole-5-carboxamide